C12(CC3CC(CC(C1)C3)C2)C=2C=C(C=CC2O)C2=CC=C(C=C2)C#CCO 3-(adamantan-1-yl)-4'-(3-hydroxyprop-1-yn-1-yl)-[1,1'-biphenyl]-4-ol